4-{1-[(1R)-1-(4-Chlorophenyl)-2-[(5-chloropyrimidin-2-yl)methyl]-7-fluoro-1-[(1-hydroxycyclopropyl)methoxy]-3-oxo-2,3-dihydro-1H-isoindol-5-yl]-1-hydroxyethyl}-1λ6-thian-1,1-dion ClC1=CC=C(C=C1)[C@@]1(N(C(C2=CC(=CC(=C12)F)C(C)(O)C1CCS(CC1)(=O)=O)=O)CC1=NC=C(C=N1)Cl)OCC1(CC1)O